(6-(1H-pyrazol-1-yl)pyridin-3-yl)methylamine N1(N=CC=C1)C1=CC=C(C=N1)CN